1-(3,3-dimethyl-2,3-dihydrofuro[3,2-b]pyridin-5-yl)ethan-1-ol CC1(COC=2C1=NC(=CC2)C(C)O)C